C(OC=1C2=C(N=C(N1)NC1CCC(CC1)(O)C)NC=C2C=2C=CC=1N(C2)C(=NN1)C)([2H])([2H])[2H] (1r,4r)-4-((4-(methoxy-d3)-5-(3-methyl-[1,2,4]triazolo[4,3-a]pyridin-6-yl)-7H-pyrrolo[2,3-d]pyrimidin-2-yl)amino)-1-methylcyclohexan-1-ol